1-Ethyl-2-(hydroxydiphenylmethyl)-N-(3-(methylsulfonyl)phenyl)-1H-benzo[d]imidazole-6-carboxamide C(C)N1C(=NC2=C1C=C(C=C2)C(=O)NC2=CC(=CC=C2)S(=O)(=O)C)C(C2=CC=CC=C2)(C2=CC=CC=C2)O